CC1(C2=CC=CC=C2C=2C(=CC=CC12)N1C(=NC2=C1C=CC=C2)C=2C=C(C=CC2)B(O)O)C (3-(1-(9,9-dimethyl-9H-fluoren-4-yl)-1H-benzimidazol-2-yl)phenyl)boronic acid